COC1=CC=C(CN(S(=O)(=O)CCN2CCC(CC2)C(=O)OCC)CC2=CC=C(C=C2)OC)C=C1 1-Ethyl 1-(2-(N,N-bis(4-methoxybenzyl)sulfamoyl)ethyl)piperidine-4-carboxylate